FC=1C=C(C#N)C=CC1CC1CC2(CN(C2)C(=O)N2CC3(C2)CC(C3)C3=NC(=NN3)C3COC3)C1 3-fluoro-4-[[2-[6-[3-(oxetan-3-yl)-1H-1,2,4-triazol-5-yl]-2-azaspiro[3.3]heptane-2-carbonyl]-2-azaspiro[3.3]heptan-6-yl]methyl]benzonitrile